[Tb+4].[N+](=O)([O-])[O-].[N+](=O)([O-])[O-].[N+](=O)([O-])[O-].[N+](=O)([O-])[O-].CC1=NSC(=C1)NC(CN1C(OC2=C1C=CC=C2)=O)=O N-(3-methyl-5-isothiazolyl)-2-oxo-3(2H)-benzoxazoleacetamide tetranitrate terbium salt